3-benzyl-1-(5-(1-methyl-1H-pyrazol-4-yl)pyrazin-2-yl)-1-(trans-4-((5-(trifluoromethyl)pyridin-2-yl)amino)cyclohexyl)urea C(C1=CC=CC=C1)NC(N([C@@H]1CC[C@H](CC1)NC1=NC=C(C=C1)C(F)(F)F)C1=NC=C(N=C1)C=1C=NN(C1)C)=O